(S)-3-(3-chloro-5'-fluoro-2'-hydroxy-3'-(2-(piperazin-1-yl)pyridin-4-yl)-[1,1'-biphenyl]-4-yl)-4-methoxyoxazolidin-2-one ClC=1C=C(C=CC1N1C(OC[C@@H]1OC)=O)C1=C(C(=CC(=C1)F)C1=CC(=NC=C1)N1CCNCC1)O